perfluoroHexene C(=C(F)F)(C(C(C(C(F)(F)F)(F)F)(F)F)(F)F)F